C12C3(C4CC(CC(C1)C4)C2)O[C@]2(OO3)CC(CCC2)C2=CC=C(OCCCN)C=C2 3-(p-{(1R)-Dispiro[cyclohexane-1,3'-[1,2,4]trioxolane-5',2''-tricyclo[3.3.1.13,7]decan]-3-yl}phenoxy)propylamine